P(=O)(O)(O)OC[C@@H]1[C@H]([C@H]([C@@H](O1)N1C=NC=2C(=O)NC(NC(=O)OCC3=C(C=C(C(=C3)OC)OC)[N+](=O)[O-])=NC12)O)O N2-(4,5-Dimethoxy-2-nitrobenzyl)oxycarbonylguanosine 5'-monophosphate